NC1=CC=C(C=C1)N1CCN(CC1)C1CCC2(C1)CCN(CC2)C2=C(C=C1CN(C(C1=C2)=O)C2C(NC(CC2)=O)=O)F 3-[6-[3-[4-(4-aminophenyl)piperazin-1-yl]-8-azaspiro[4.5]decan-8-yl]-5-fluoro-1-oxo-isoindolin-2-yl]piperidine-2,6-dione